C(C1CO1)OCCC[Si](OCCOC)(OCCOC)OCCOC glycidoxypropyltri(methoxyethoxy)silane